O=S.[Co].[Cu] copper cobalt oxysulfide